(E)-N-(2-(3-(hydroxyamino)-3-oxoprop-1-en-1-yl)phenyl)-3-methyl-2-(o-tolyl)butanamide ONC(/C=C/C1=C(C=CC=C1)NC(C(C(C)C)C1=C(C=CC=C1)C)=O)=O